Cl.N1C=NC=2C(=NC=3C=CC=CC3C21)N 1H-imidazo[4,5-c]quinolin-4-amine hydrochloride